C(C)(C)(C)OC(N(CC1=CC=C(C=C1)C1=NC=CC=C1)C1=CC(=NC=2N1N=CC2C2CC2)N2CCOCC2)=O (3-cyclopropyl-5-morpholinopyrazolo[1,5-a]pyrimidin-7-yl)(4-(pyridin-2-yl)benzyl)carbamic acid tert-butyl ester